4-methoxy-N-((S)-4-methyl-1-oxo-1-(((S)-3-oxo-1-((S)-2-oxopyrrolidin-3-yl)-4-phenoxybutan-2-yl)amino)pentan-2-yl)-1H-indole-2-carboxamide COC1=C2C=C(NC2=CC=C1)C(=O)N[C@H](C(N[C@@H](C[C@H]1C(NCC1)=O)C(COC1=CC=CC=C1)=O)=O)CC(C)C